[4-(2-morpholin-4-yl-ethyl)-piperazin-1-yl]-methanone N1(CCOCC1)CCN1CCN(CC1)C=O